C(C=C)(=O)N1CCN(CC1)C1=CC(=NC=2CN(CCC12)C1=CC=CC2=CC=CC(=C12)C)C(=O)N[C@H]1[C@@H](CCC1)N(C)C |r| rac-4-(4-acryloylpiperazin-1-yl)-N-(trans-2-(dimethylamino)cyclopentyl)-7-(8-methylnaphthalen-1-yl)-5,6,7,8-tetrahydro-1,7-naphthyridine-2-carboxamide